(E)-4-((((1r,4r)-4-methoxycyclohexyl)amino)but-2-enoylamino)benzamide COC1CCC(CC1)NC/C=C/C(=O)NC1=CC=C(C(=O)N)C=C1